4,5,6,7-tetrahydropyrazolo[1,5-a]pyridine-7-carboxylic acid N1=CC=C2N1C(CCC2)C(=O)O